[Si](C)(C)(C(C)(C)C)OC1=C(NC)C(=CC=C1)[N+](=O)[O-] 2-((tert-butyldimethylsilyl)oxy)-N-methyl-6-nitroaniline